N-[[6-[[(1-methylcyclobutyl)methylamino]methyl]imidazo[1,2-a]pyridin-2-yl]methyl]-4-oxo-pyrido[1,2-a]pyrimidine-2-carboxamide CC1(CCC1)CNCC=1C=CC=2N(C1)C=C(N2)CNC(=O)C=2N=C1N(C(C2)=O)C=CC=C1